(9-acridinyl) diazoacetoacetate [N+](=[N-])=CC(CC(=O)OC=1C2=CC=CC=C2N=C2C=CC=CC12)=O